ClC1=C(C=C(C=C1)[Si](C)(C)C)CC1=CC=C(C=C1)O[C@@H]1COCC1 (S)-(4-chloro-3-(4-((tetrahydrofuran-3-yl)oxy)benzyl)phenyl)trimethylsilane